ethyl (2S)-2-[[(2S)-2-amino-4,4-dimethyl-pentanoyl]amino]-3-[(3S)-2-oxo-3-piperidyl]propanoate N[C@H](C(=O)N[C@H](C(=O)OCC)C[C@H]1C(NCCC1)=O)CC(C)(C)C